dimethyl-vinyl-fluorosilane C[Si](F)(C=C)C